4-(N,N-diethylamino)-benzoic acid C(C)N(CC)C1=CC=C(C(=O)O)C=C1